tert-butyl 9-(4-amino-5-bromo-7-methyl-7H-pyrrolo[2,3-d]pyrimidin-6-yl)-8-fluoro-3-azaspiro[5.5]undec-8-ene-3-carboxylate NC=1C2=C(N=CN1)N(C(=C2Br)C2=C(CC1(CCN(CC1)C(=O)OC(C)(C)C)CC2)F)C